5'-(5,5-dimethyl-1,3,2-dioxaborinan-2-yl)-4'-fluoro-1'H-spiro[cyclobutane-1,3'-indol]-2'-one CC1(COB(OC1)C=1C(=C2C3(C(NC2=CC1)=O)CCC3)F)C